COC=1C(=CC2=CC3=C(C=CO3)C=C2C1)OC 6,7-dimethoxynaphtho[2,3]furan